(2-bromovinyl)(3-methylphenyl)selenane BrC=CC1([Se]CCCC1)C1=CC(=CC=C1)C